bis(N,N-diglycidyl-2-methyl-4-aminocyclohexyl)methane C(C1CO1)N(C1CC(C(CC1)CC1C(CC(CC1)N(CC1CO1)CC1CO1)C)C)CC1CO1